2-(2-amino-3-methoxyphenyl)chromone NC1=C(C=CC=C1OC)C=1OC2=CC=CC=C2C(C1)=O